C(OCCOCCOCCOCCOC)C1CO1 2-(2,5,8,11,14-pentaoxapentadecyl) ethylene oxide